tri-n-butoxyhafnium chloride [Cl-].C(CCC)O[Hf+](OCCCC)OCCCC